FC=1C=C(C=CC1F)CCC(=O)Cl 3-(3,4-difluorophenyl)propionyl chloride